FC1=C(C=C(C=C1)C=1C=C2C(=NC1)N(C(N2CC=2C=NC=C(C2)F)=O)C)C 6-(4-fluoro-3-methyl-phenyl)-1-[(5-fluoro-3-pyridyl)methyl]-3-methyl-imidazo[4,5-b]pyridin-2-one